C(CC(C)C)OC(C(CC)C)=O 2-Methyl-butyric acid isoamyl ester